FC1(CCC2(CC2)C[C@H]1[C@@H](C(=O)NC1=CC=C(C=C1)C=1C(=NNC1C)C)NC(=O)C=1N(N=CC1)C(C)C)F N-[(1S)-1-[(7S)-6,6-difluorospiro[2.5]octan-7-yl]-2-[4-(3,5-dimethyl-1H-pyrazol-4-yl)anilino]-2-oxo-ethyl]-2-isopropyl-pyrazole-3-carboxamide